COC(=O)C1C(C1)C=1C=CC2=C(N(C(=N2)CCl)C[C@H]2OCC2)C1 2-(2-(Chloromethyl)-1-(((S)-oxetan-2-yl)methyl)-1H-benzo[d]imidazol-6-yl)cyclopropane-1-Carboxylic acid methyl ester